4-(1-(2-Chloro-4-((methylamino)methyl)phenyl)-1H-pyrazol-4-yl)-2-(((3R,4S)-1-(cyclobutylsulfonyl)-3-fluoropiperidin-4-yl)amino)pyrimidine-5-carbonitrile ClC1=C(C=CC(=C1)CNC)N1N=CC(=C1)C1=NC(=NC=C1C#N)N[C@@H]1[C@@H](CN(CC1)S(=O)(=O)C1CCC1)F